(4-aminoimidazo[1,5-a]quinoxalin-8-yl)2-(4-(trifluoromethoxy)phenyl)piperidin-1-ylmethanone NC=1C=2N(C3=CC(=CC=C3N1)C(=O)N1C(CCCC1)C1=CC=C(C=C1)OC(F)(F)F)C=NC2